P(=O)(OCCOC)(I)F (2-methoxyethyl) fluoroiodophosphate